O.C[N+]1(CCOCC1)[O-] N-Methylmorpholin-N-oxid Monohydrat